FC1=C(C=C2C=C(N=CC2=C1)NC(=O)C1C(C1)C1=NC=CC=C1)C1CCN(CC1)[C@]1(COC[C@H]1O)C N-(7-fluoro-6-(1-((3S,4S)-4-hydroxy-3-methyltetrahydrofuran-3-yl)piperidin-4-yl)isoquinolin-3-yl)-2-(pyridin-2-yl)cyclopropane-1-carboxamide